2-amino-2,3-dihydro-1H-indene-4-carbonitrile hydrochloride Cl.NC1CC=2C=CC=C(C2C1)C#N